1-cyanocyclobutanecarboxylate C(#N)C1(CCC1)C(=O)[O-]